4-(2-{5-[(3R,5R)-3-amino-5-fluoropiperidine-1-carbonyl]-7-methoxy-1-methyl-1H-1,3-benzodiazol-2-yl}-1-(cyclopropylmethyl)-1H-pyrrolo[2,3-b]pyridin-6-yl)-2,5-difluorophenol N[C@H]1CN(C[C@@H](C1)F)C(=O)C1=CC2=C(N(C(=N2)C2=CC=3C(=NC(=CC3)C3=CC(=C(C=C3F)O)F)N2CC2CC2)C)C(=C1)OC